(R)-2-chloro-6-methyl-N-(2-methyl-4-(N-(1-(1-methylpiperidin-4-yl)ethyl)sulfamoyl)phenyl)benzamide hydrochloride Cl.ClC1=C(C(=O)NC2=C(C=C(C=C2)S(N[C@H](C)C2CCN(CC2)C)(=O)=O)C)C(=CC=C1)C